tert-butyl (4-fluoro-2-(((1S,3R)-3-(2-(2-fluorophenyl)-6-(1H-1,2,4-triazol-3-yl)-1H-imidazo[4,5-c]pyridin-1-yl)cyclohexyl)carbamoyl)phenyl)carbamate FC1=CC(=C(C=C1)NC(OC(C)(C)C)=O)C(N[C@@H]1C[C@@H](CCC1)N1C(=NC=2C=NC(=CC21)C2=NNC=N2)C2=C(C=CC=C2)F)=O